N-(1-Methyl-2-oxabicyclo[2.1.1]hexan-4-yl)isoindolin-4-amine CC12OCC(C1)(C2)NC=2C=1CNCC1C=CC2